(R)-7-(3-(2-(1H-pyrrolo[2,3-b]pyridin-3-yl)thiazol-4-yl)phenyl)-7H-cyclopenta[d]pyridin-7-ol N1C=C(C=2C1=NC=CC2)C=2SC=C(N2)C=2C=C(C=CC2)[C@@]2(C=CC1=CC=NC=C12)O